CC1=CC(=NC(=C1)OCCCC(F)(F)F)NC(C1=C(C=CC=C1)N1CCC2(CC2)CC1)=O N-(4-methyl-6-(4,4,4-trifluorobutoxy)pyridin-2-yl)-2-(6-azaspiro[2.5]octan-6-yl)benzamide